C(C)OC(C[C@@H](C=1C=C(C(=CC1)OC)C1=C(C=C(C=C1)F)F)N([C@H](C)C1=CC=CC=C1)CC1=CC=CC=C1)=O (S)-3-(benzyl-((R)-1-phenylethyl)amino)-3-(2',4'-difluoro-6-methoxybiphenyl-3-yl)propionic acid ethyl ester